(R)-(5-(4-fluoro-6-(2-methyl-1,4-oxazepan-4-yl)-1H-benzo[d]imidazol-2-yl)-1H-pyrrol-3-yl)(2-(trifluoromethyl)phenyl)methanone FC1=CC(=CC=2NC(=NC21)C2=CC(=CN2)C(=O)C2=C(C=CC=C2)C(F)(F)F)N2C[C@H](OCCC2)C